ClC=1C=C2C(=CC(=NC2=CC1)C(F)(F)F)N[C@@H]1C[C@@H](CCC1)NC(=O)C=1C=NN(C1)[C@H]1CN(CC1)C(=O)OC(C)(C)C tert-butyl (3R)-3-(4-{[(1R,3S)-3-{[6-chloro-2-(trifluoromethyl)quinolin-4-yl]amino}cyclohexyl]carbamoyl}-1H-pyrazol-1-yl)pyrrolidine-1-carboxylate